2-(2,5-dimethyl-4-methylsulfonyl-phenyl)-4,4,5,5-tetramethyl-1,3,2-dioxaborolane CC1=C(C=C(C(=C1)S(=O)(=O)C)C)B1OC(C(O1)(C)C)(C)C